BrC=1C=CC2=C(C(=NC3(CCCC3)C=3N2C=NC3C(=O)O)C3=C(C=CC=C3)F)C1 8-bromo-6-(2-fluorophenyl)spiro[benzo[f]imidazo[1,5-a][1,4]diazepine-4,1'-cyclopentane]-3-carboxylic acid